butyl-arsine C(CCC)[AsH2]